C(C)(C)(C)OC(N[C@H](COC1=C(C(=CC=C1)CCCOS(=O)(=O)C1=CC=C(C=C1)C)Cl)CCC(N)=O)=O.[Cl-].C(=C)C1=CC=C(C[N+]2=CC=CC=C2)C=C1 (4-vinylbenzyl)-pyridinium chloride Tert-butyl-N-[(2S)-4-carbamoyl-1-(2-chloro-3-[3-[(4-methylbenzenesulfonyl)oxy]propyl]phenoxy)butan-2-yl]carbamate